Cl.CN1C(CCCC1)CC(=O)O 2-(1-Methylpiperidin-2-yl)acetic acid hydrochloride